Tert-butyl (1R,3R)-1-((tert-butoxycarbonyl)amino)-3-hydroxy-8-azaspiro[4.5]decane-8-carboxylate C(C)(C)(C)OC(=O)N[C@@H]1C[C@@H](CC12CCN(CC2)C(=O)OC(C)(C)C)O